C(C)(=O)[C@H]1CC[C@H]2[C@@H]3CCC4CC(CC[C@@]4(C3CC[C@]12C)C)=O (8R,10S,13S,14S,17S)-17-acetyl-10,13-dimethyltetradecahydro-1H-cyclopenta[a]phenanthren-3(2H)-one